(R)-N-[(1R)-1-(6-chloro-4-cyano-3-methyl-2-morpholino-8-quinolyl)ethyl]-2-methyl-propane-2-sulfinamide ClC=1C=C2C(=C(C(=NC2=C(C1)[C@@H](C)N[S@](=O)C(C)(C)C)N1CCOCC1)C)C#N